OC=1C=NC=CC1NC(CC1CCN(CC1)C(=O)OC(C)(C)C)=O tert-Butyl 4-[2-[(3-hydroxy-4-pyridyl)amino]-2-oxo-ethyl]piperidine-1-carboxylate